CN1N=CC(=C1)NC1=NC=CC(=N1)NC1=C(C=CC(=C1)NC(C=C)=O)C1=CC=CC=C1 N-[2-({2-[(1-methyl-1H-pyrazol-4-yl)amino]pyrimidin-4-yl}amino)-[1,1'-biphenyl]-4-yl]prop-2-enamide